[Li+].P(=O)(OC)(OC)[O-] dimethyl phosphate lithium salt